iron-chromium carbon 2-(2-Aminoethoxy)ethanol NCCOCCO.[C].[Cr].[Fe]